FC1=C(C=CC(=C1)C(F)(F)F)COC1CCN(CC1)C(=O)N1C[C@H](CC1)C1=NC=NN1 [4-[[2-fluoro-4-(trifluoromethyl)phenyl]methoxy]-1-piperidinyl]-[(3S)-3-(1H-1,2,4-triazol-5-yl)pyrrolidin-1-yl]methanone